Ethyl 3-(5-(2-(4,5-dichloro-6-oxopyridazin-1(6H)-yl)acetamido)-2-methylphenylsulfonamido)propanoate ClC=1C=NN(C(C1Cl)=O)CC(=O)NC=1C=CC(=C(C1)S(=O)(=O)NCCC(=O)OCC)C